BrC1=C(C=CC=C1)C1=NCC(NC=2SC=3CC(CC3C12)C(=O)OC)=O methyl 13-(2-bromophenyl)-10-oxo-7-thia-9,12-diazatricyclo[6.5.0.02,6]-trideca-1(8),2(6),12-triene-4-carboxylate